C(#N)C1=CC=C(C=C1)C=1C=C2C(=NC1N1CCOCC1)C=CN2CC2(CN(CC2)C(=O)OC(C)(C)C)F tert-butyl 3-[[6-(4-cyanophenyl)-5-morpholin-4-ylpyrrolo[3,2-b]pyridin-1-yl] methyl]-3-fluoropyrrolidine-1-carboxylate